hexadeca-1,3,8,10,15-pentaen-12-one C=CC=CCCCC=CC=CC(CCC=C)=O